CC1=NOC(=C1C1=CC(=C(C=C1)NC[C@H](C)N)[N+](=O)[O-])C (2S)-N1-[4-(3,5-dimethyl-1,2-oxazol-4-yl)-2-nitrophenyl]propane-1,2-diamine